8-(5-methyl-1H-indazol-4-yl)-3-(4-methyl-1-piperazinyl)-6-(2-(2-propenoyl)-2,6-diazaspiro[3.4]octan-6-yl)imidazo[1,2-a]pyridine-7-carbonitrile CC=1C(=C2C=NNC2=CC1)C=1C=2N(C=C(C1C#N)N1CC3(CN(C3)C(C=C)=O)CC1)C(=CN2)N2CCN(CC2)C